2-(2-chlorophenyl)-6-[5-(difluoromethyl)-1,3,4-oxadiazol-2-yl]-2,3-dimethyl-2,3-dihydro-4H-1,3-benzoxazin-4-one ClC1=C(C=CC=C1)C1(OC2=C(C(N1C)=O)C=C(C=C2)C=2OC(=NN2)C(F)F)C